O1CCC(CC1)C1OC2=CC=C(C=C2C(C1)=O)S(=O)(=O)N1C(CCC1)C1=C(C=CC=C1)C(F)(F)F 2-(tetrahydro-2H-pyran-4-yl)-6-((2-(2-(trifluoromethyl)phenyl)pyrrolidin-1-yl)sulfonyl)chroman-4-one